(-)-2-(3-Bromo-2-fluorophenyl)-2-hydroxyacetic acid BrC=1C(=C(C=CC1)C(C(=O)O)O)F